2-methylamino-1,1-biphenyl CNC1=C(C=CC=C1)C1=CC=CC=C1